(2S)-2,5-bis(3-aminopropylamino)-N-[2-(dioctadecyl-amino)acetyl]pentanamide tert-butyl-(1-benzyl-4-(2-fluorophenyl)piperidin-4-yl)carbamate C(C)(C)(C)N(C(O)=O)C1(CCN(CC1)CC1=CC=CC=C1)C1=C(C=CC=C1)F.NCCCN[C@H](C(=O)NC(CN(CCCCCCCCCCCCCCCCCC)CCCCCCCCCCCCCCCCCC)=O)CCCNCCCN